N-(6-methoxy-2-methyl-1,2,3,4-tetrahydroisoquinolin-7-yl)-7-{[1-(6-methylpyrazin-2-yl)piperidin-4-yl]methoxy}quinazolin-2-amine COC=1C=C2CCN(CC2=CC1NC1=NC2=CC(=CC=C2C=N1)OCC1CCN(CC1)C1=NC(=CN=C1)C)C